FC1=C2C(=C(NC2=CC(=C1)F)C1=CC(=CC=C1)F)C=O 4,6-DIFLUORO-2-(3-FLUOROPHENYL)-1H-INDOLE-3-CARBOXALDEHYDE